4-(2,5-diazabicyclo[2.2.1]heptane-2-yl)-2-(2,6-dioxopiperidin-3-yl)-5,7-difluoroisoindol C12N(CC(NC1)C2)C=2C1=CN(C=C1C(=CC2F)F)C2C(NC(CC2)=O)=O